ClC=1C(=C(C=CC1)NN1C(=CC=2C(NCCC21)=O)C2=C(C=NC=C2)C#CC2(CC2)F)OC [(3-chloro-2-methoxyphenyl)amino]-2-{3-[2-(1-fluorocyclopropyl)ethynyl]pyridin-4-yl}-1H,5H,6H,7H-pyrrolo[3,2-c]pyridin-4-one